di(2-ethylhexyl)adipate C(C)C(COC(CCCCC(=O)OCC(CCCC)CC)=O)CCCC